N2-[(3R)-1-(5-chloropyridazin-3-yl)pyrrolidin-3-yl]1,3,4-thiadiazole-2,5-diamine ClC=1C=C(N=NC1)N1C[C@@H](CC1)NC=1SC(=NN1)N